(S)-1-(1-(4-bromopyridin-2-yl)ethyl)-4-methylpiperazine BrC1=CC(=NC=C1)[C@H](C)N1CCN(CC1)C